ClC1=C(/C=N/O)C(=CC=C1)Cl (E)-2,6-dichlorobenzaldehyde oxime